C(C)(C)(C)OC(=O)N[C@@H](CC(=O)OCC)C1=C(C(=CC(=C1)B1OC(C(O1)(C)C)(C)C)C(F)F)F ethyl (S)-3-((tert-butoxycarbonyl)amino)-3-(3-(difluoromethyl)-2-fluoro-5-(4,4,5,5-tetramethyl-1,3,2-dioxaborolan-2-yl)phenyl)propanoate